NCCNS(=O)(=O)C1=CC=C(C=C1)C1=CC=2C(=NC=CC2S1)N(C(C1=C(C=C(C=C1)C=1N=NN(C1)C)F)=O)[C@H]1CNCCC1 N-[2-[4-(2-aminoethylsulfamoyl)phenyl]thieno[3,2-c]pyridin-4-yl]-2-fluoro-4-(1-methyltriazol-4-yl)-N-[(3R)-3-piperidyl]benzamide